(S)-1-(1-(Benzyloxy)propan-2-yl)-4-(4,4,5,5-tetramethyl-1,3,2-dioxaborolan-2-yl)-1H-pyrazole C(C1=CC=CC=C1)OC[C@H](C)N1N=CC(=C1)B1OC(C(O1)(C)C)(C)C